NC[C@H]1CN(CCC1)C1=NC=CC(=N1)NC1=NNC(=C1)C1CC1 2-[(3S)-3-(aminomethyl)-1-piperidyl]-N-(5-cyclopropyl-1H-pyrazol-3-yl)pyrimidin-4-amine